2-fluoro-6-[2-(tridecylmethoxy)-4-(trifluoromethoxy)phenoxy]-3-(trifluoromethyl)benzamide FC1=C(C(=O)N)C(=CC=C1C(F)(F)F)OC1=C(C=C(C=C1)OC(F)(F)F)OCCCCCCCCCCCCCC